ClC1=C(C=C(C=C1)[C@@H]1N(C(OC1)(C)C)C(=O)OC(C)(C)C)C1=NNC=C1 tert-butyl (S)-4-(4-chloro-3-(1H-pyrazol-3-yl)phenyl)-2,2-dimethyloxazolidine-3-carboxylate